4-((2-fluoro-6-chlorobenzyl)amino)-2-((1-(2-hydroxyethyl)-1H-pyrazol-4-yl)amino)pyrimidin-5-carboxamide FC1=C(CNC2=NC(=NC=C2C(=O)N)NC=2C=NN(C2)CCO)C(=CC=C1)Cl